CC1=NC2=CC=CC=C2C(N1C1=CC=C(C=C1)C)=O 2-methyl-3-p-tolylquinazolin-4(3H)-one